ClC=1C=CC(=C(C1)N1CON(CO1)C(C(=O)NC1=CC2=CN(N=C2C=C1)C)CC1=CC(=CC=C1)F)N1N=NC(=C1)Cl 2-(4-(5-chloro-2-(4-chloro-1H-1,2,3-triazol-1-yl)phenyl)-2,5-dioxapiperazin-1-yl)-3-(3-fluorophenyl)-N-(2-methyl-2H-indazol-5-yl)propionamide